Methyl (1S,3S)-3-((6-(5-(azidomethyl)-1-methyl-1H-1,2,3-triazol-4-yl)-2-methylpyridin-3-yl)oxy)cyclohexane-1-carboxylate N(=[N+]=[N-])CC1=C(N=NN1C)C1=CC=C(C(=N1)C)O[C@@H]1C[C@H](CCC1)C(=O)OC